BrC=1C(=NN(C1)C=1C=CC(=C(C1)NC(C=C)=O)F)C N-(5-(4-bromo-3-methyl-1H-pyrazol-1-yl)-2-fluorophenyl)acrylamide